1H-pyrazolo[3,4-b]pyridine-3-amine N1N=C(C=2C1=NC=CC2)N